CC1=NN2C(C(=CC(=C2)C=2NC3=CC=C(C=C3C2C(C)C)C2CCN(CC2)C(=O)[C@H]2NC[C@@H](C2)O)C)=N1 (4-(2-(2,8-dimethyl-[1,2,4]triazolo[1,5-a]pyridin-6-yl)-3-isopropyl-1H-indol-5-yl)piperidin-1-yl)((2S,4R)-4-hydroxypyrrolidin-2-yl)methanone